propanoic acid hydrogensulfate S(=O)(=O)(O)O.C(CC)(=O)O